ClC1=CC2=C(N=NC=3CCCCC23)C=C1C#CC1=NN(C(=C1C(=O)N)NC)[C@@H]1CN(CC1)C(C=C)=O 3-(2-{2-Chloro-7H,8H,9H,10H-benzo[c]cinnolin-3-yl}ethynyl)-5-(methylamino)-1-[(3S)-1-(prop-2-enoyl)pyrrolidin-3-yl]pyrazole-4-carboxamide